C(=O)O.NCCOCCC(=O)N1CCN(CC1)C(=O)C1=C(C=C(C=C1)NC(=O)C=1N(C(=CN1)C1=C(C(=C(C=C1)OC)F)F)C)Cl N-[4-[4-[3-(2-aminoethoxy)propanoyl]piperazine-1-carbonyl]-3-chloro-phenyl]-5-(2,3-difluoro-4-methoxy-phenyl)-1-methyl-imidazole-2-carboxamide formate